COCCOCCOCCOCCCCCC triethyleneglycol n-hexyl methyl ether